N1=CC=C(C=C1)OC1=CC=C(C=C1)S(=O)(=O)N1C[C@H](OCC1)C1=CSC2=C1C=CC=C2 |r| rac-3-[4-[4-(4-pyridyloxy)phenyl]sulfonylmorpholin-2-yl]benzothiophene